C1=CC=CC=2C3=CC=CC=C3C(C12)COC(=O)N1CC(C1)/C=C/C(=O)O (E)-3-(1-(((9H-fluoren-9-yl)methoxy)carbonyl)azetidin-3-yl)acrylic acid